4-[1-acetyl-4-(4-acetylphenyl)piperidin-4-yl]Piperazine-1-carboxylic acid phenyl ester C1(=CC=CC=C1)OC(=O)N1CCN(CC1)C1(CCN(CC1)C(C)=O)C1=CC=C(C=C1)C(C)=O